C(C)(C)(C)OC(=O)N1C(N(C2=C1C=CC=C2)CC2=CC=C(C=C2)CC=2OC=NN2)=O (4-((1,3,4-oxadiazol-2-yl)methyl)benzyl)-2-oxo-2,3-dihydro-1H-benzo[d]imidazole-1-carboxylic acid tert-butyl ester